4-Amino-N-(1-((3-chloro-2-fluorophenyl)amino)-6-methylisoquinolin-5-yl)-6-fluoroquinazoline-8-Formamide NC1=NC=NC2=C(C=C(C=C12)F)C(=O)NC1=C2C=CN=C(C2=CC=C1C)NC1=C(C(=CC=C1)Cl)F